N-(5-phenyl-2-pyridyl)-2-[(3,4,6,7-tetrahydro-4-oxo-3-phenylthieno[3,2-d]pyrimidin-2-yl)thio]acetamide C1(=CC=CC=C1)C=1C=CC(=NC1)NC(CSC=1N(C(C2=C(N1)CCS2)=O)C2=CC=CC=C2)=O